2-(8-bromo-3-methyl-2-oxo-2,3-dihydro-1H-imidazo[4,5-c]quinolin-1-yl)-5-fluorobenzonitrile BrC1=CC=2C3=C(C=NC2C=C1)N(C(N3C3=C(C#N)C=C(C=C3)F)=O)C